C1(=CC=CC=C1)C=1[Se]C2=C(C1)C=CC=C2 phenylbenzselenophene